8-fluoro-7-(7-fluoro-3-(methoxymethoxy)-8-((triisopropylsilyl)ethynyl)naphthalen-1-yl)pyrido[4,3-d]pyrimidine-2,4-diol FC1=C(N=CC2=C1N=C(N=C2O)O)C2=CC(=CC1=CC=C(C(=C21)C#C[Si](C(C)C)(C(C)C)C(C)C)F)OCOC